1,5-diacetylindoline C(C)(=O)N1CCC2=CC(=CC=C12)C(C)=O